OC(=O)C(F)(F)F.ONC(C1=CC=C(C=C1)\C=C\C(N1CCC(CC1)CN[C@@H]1[C@H](C1)C1=CC=CC=C1)=O)=O N-hydroxy-4-((E)-3-oxo-3-(4-((((1S,2R)-2-phenylcyclopropyl)amino)methyl)piperidin-1-yl)prop-1-en-1-yl)benzamide TFA Salt